BrC1=CC(=C(C(=N1)Cl)N)N 6-bromo-2-chloropyridine-3,4-diamine